4-((2-((2-chloro-6,6-dimethyl-4,5,6,7-tetrahydrobenzo[d]thiazol-7-yl)amino)-3,4-dioxocyclobut-1-en-1-yl)amino)-3-hydroxy-N,N-dimethylpicolinamide ClC=1SC2=C(N1)CCC(C2NC2=C(C(C2=O)=O)NC2=C(C(=NC=C2)C(=O)N(C)C)O)(C)C